2-[6-[(3R)-3-(aminomethyl)morpholin-4-yl]pyridazin-3-yl]-3,5-dimethyl-phenol NC[C@H]1N(CCOC1)C1=CC=C(N=N1)C1=C(C=C(C=C1C)C)O